FC1=C(C=CC=C1)N1N=C(C=CC1=O)C(=O)N[C@H](C)C=1SC(=CC1)C1=C(C=CC=C1)CNC 1-(2-Fluorophenyl)-N-[(1R)-1-[5-[2-(methylaminomethyl)phenyl]-2-thienyl]ethyl]-6-oxo-pyridazine-3-carboxamide